6-(3-Cyclopropylazetidin-1-yl)quinoline-4-carboxylic acid methyl ester COC(=O)C1=CC=NC2=CC=C(C=C12)N1CC(C1)C1CC1